ClC=1N=CC2=C(N1)SC(=N2)NC(OC(C)(C)C)=O tert-butyl (5-chlorothiazolo[5,4-d]pyrimidin-2-yl)carbamate